BrC=1C=C(C=O)C=C(C1)Br 3,5-dibromobenzaldehyd